12-(3-(pyrimidin-5-yl)ureido)dodecanoic acid N1=CN=CC(=C1)NC(NCCCCCCCCCCCC(=O)O)=O